CC1=CC=CC(=C1)N1CCNCC1 2-methyl-4-(piperazin-1-yl)benzene